(((((1R,2S,5R)-2-carbamoyl-7-oxo-1,6-diazabicyclo[3.2.1]oct-6-yl) oxy) sulfonyl) oxy)-2,2,4,4-tetramethylpentyl 2,6-dimethoxybenzoate COC1=C(C(=O)OC(C(CC(C)(C)C)(C)C)OS(=O)(=O)ON2[C@@H]3CC[C@H](N(C2=O)C3)C(N)=O)C(=CC=C1)OC